BrC1=C2C(=CN(C2=CC=C1)CC(=O)O)C=1C(NC(C1C1=CN(C2=CC=CC=C12)C)=O)=O 2-(4-bromo-3-(4-(1-methyl-1H-indol-3-yl)-2,5-dioxo-2,5-dihydro-1H-pyrrol-3-yl)-1H-indol-1-yl)acetic acid